CC=1C=N(C2=CC=CC(=C2C1)C)=O 3,5-dimethyl-1-oxo-1λ5-Quinoline